trans-1-(3'-Carboxy-4'-hydroxyphenyl)-2-(2,5-dihydroxyphenyl)ethane benzyl-(R)-2-((((9H-fluoren-9-yl)methoxy)carbonyl)amino)-3-iodopropanoate C(C1=CC=CC=C1)OC([C@H](CI)NC(=O)OCC1C2=CC=CC=C2C=2C=CC=CC12)=O.C(=O)(O)C=1C=C(C=CC1O)CCC1=C(C=CC(=C1)O)O